dimethyl-disilanol C[Si]([SiH3])(O)C